C(C1=CC=CC=C1)N(C(C=C)=O)CCO N-benzyl-N-2-hydroxyethyl-acrylamide